3,6,7-trimethyloct-4-en-1-ol CC(CCO)C=CC(C(C)C)C